C(C)[In]C1C=CC=C1 ethylcyclopentadienylindium